C(C=C)(=O)N1C[C@@H](N(CC1)C1=NC(N2C3=C(C(=C(C=C13)Br)C1=C(C=C(C=C1)F)F)SCC2)=O)C 7-((S)-4-acryloyl-2-methylpiperazin-1-yl)-9-bromo-10-(2,4-difluorophenyl)-2,3-dihydro-5H-[1,4]thiazino[2,3,4-ij]quinazolin-5-one